4-cyano-4'-n-octyl-p-terphenyl C(#N)C1=CC=C(C=C1)C1=CCC(C=C1)(C1=CC=CC=C1)CCCCCCCC